N-(1-amino-2-methylpropan-2-yl)-4-((3-(2,3-difluoro-4-methoxyphenyl)imidazo[1,2-a]pyrazin-8-yl)amino)-2-ethylbenzamide hydrochloride Cl.NCC(C)(C)NC(C1=C(C=C(C=C1)NC=1C=2N(C=CN1)C(=CN2)C2=C(C(=C(C=C2)OC)F)F)CC)=O